O=C1CC(C1)NC(OCC1=CC=CC=C1)=O benzyl N-(3-oxocyclobutyl)carbamate